(4-methyl-phenyl)-4-(4-methyl-piperazin-1-yl)-4-(4-trifluoromethyl-benzyl)-benzamide CC1=CC=C(C=C1)C1=C(C(=O)N)C=CC(C1)(CC1=CC=C(C=C1)C(F)(F)F)N1CCN(CC1)C